4-[4-[2-[3-[4-(2-carboxyethyl)-2,6-dichloro-phenoxy]propoxy]ethoxy]-3,5-dichloro-anilino]pyridine-3-carboxylic acid C(=O)(O)CCC1=CC(=C(OCCCOCCOC2=C(C=C(NC3=C(C=NC=C3)C(=O)O)C=C2Cl)Cl)C(=C1)Cl)Cl